CN1C=2C(NC(=NC2NC[C@H]1CNC1=CC=C(C(N[C@@H](CCC(=O)[O-])C(=O)O)=O)C=C1)N)=O (6R)-5-methyltetrahydrofolate